C(CCCCCCCCCCCCCCC)OC(CCCCCCCCCCCCCCCCCCCCC)=O.ClC=1C(=C(C=CC1F)N(C(=O)[C@H]1N(C(NC1)=O)C1=CC(=C2C(=N1)SC=C2)C(F)(F)F)C)F (S)-N-(3-chloro-2,4-difluorophenyl)-N-methyl-2-oxo-3-(4-(trifluoromethyl)thieno[2,3-b]pyridin-6-yl)imidazolidine-4-carboxamide Cetylbehenat